FC1=C(C=C2C=C(N=CC2=C1)NC(OC1CN(C1)C(NC)=O)=O)C1=C(C2=C(OCCN2)N=C1)C 1-(Methylcarbamoyl)azetidin-3-yl (7-fluoro-6-(8-methyl-2,3-dihydro-1H-pyrido[2,3-b][1,4]oxazin-7-yl)isoquinolin-3-yl)carbamate